4-((thiophene-3-sulfonamido)methyl)-1H-1,2,3-triazol S1C=C(C=C1)S(=O)(=O)NCC=1N=NNC1